C(C)(C)(C)OC(=O)N1C(C(CCC1=O)N1C(C2=CC=CC(=C2C1)O)=O)=O 3-(4-hydroxy-1-oxoisoindolin-2-yl)-2,6-dioxopiperidine-1-carboxylic acid tert-butyl ester